2-Amino-7-fluoro-4-(5-fluoro-3-((3R,4S)-3-(isopropyl(methyl)amino)-4-methylpyrrolidin-1-yl)-7,9-dihydrofuro[3,4-f]quinazolin-6-yl)thieno[3,2-c]pyridine-3-carbonitrile NC1=C(C=2C(=NC=C(C2S1)F)C=1C2=C(C=3C=NC(=NC3C1F)N1C[C@@H]([C@H](C1)C)N(C)C(C)C)COC2)C#N